The molecule is a 9,10-epoxyoctadecanoate that is the conjugate base of (9S,10R)-epoxyoctadecanoic acid arising from deprotonation of the carboxylic acid function; major species at pH 7.3. It is a conjugate base of a (9S,10R)-epoxyoctadecanoic acid. It is an enantiomer of a (9R,10S)-9,10-epoxyoctadecanoate. CCCCCCCC[C@@H]1[C@@H](O1)CCCCCCCC(=O)[O-]